4-(2-bromo-4-fluorophenyl)-N-(2,6-difluorophenyl)-1,3-dimethyl-1H-pyrazole-5-amine BrC1=C(C=CC(=C1)F)C=1C(=NN(C1NC1=C(C=CC=C1F)F)C)C